BrC=1C=C2C(C(N(C2=CC1)C)=O)(F)F 5-bromo-3,3-difluoro-1-methylindole-2-one